3-[(3-ethyloxetan-3-yl)methoxy]propyl-trimethoxysilane Indium hydroxid [OH-].[In+3].C(C)C1(COC1)COCCC[Si](OC)(OC)OC.[OH-].[OH-]